(6S)-4-(2-chloro-9-(5-cyclopropyl-6-methyl-1-(tetrahydro-2H-pyran-2-yl)-1H-indazol-4-yl)-10-methylpyrazino[1',2':1,5]pyrrolo[3,2-d]pyrimidin-4-yl)-6-methyl-1,4-oxazepan-6-ol ClC=1N=C(C2=C(N1)C(=C1N2C=CN=C1C1=C2C=NN(C2=CC(=C1C1CC1)C)C1OCCCC1)C)N1CCOC[C@](C1)(O)C